2-(3-(2-(2-aminoethoxy)ethoxy)propan-amido)-N-(6-methylpyridin-3-yl)benzamide NCCOCCOCCC(=O)NC1=C(C(=O)NC=2C=NC(=CC2)C)C=CC=C1